FC(/C(=C(/C(C(C(C(F)(F)F)(F)F)(F)F)(F)F)\F)/F)(F)F (E)-1,1,1,2,3,4,4,5,5,6,6,7,7,7-tetradecafluoro-2-heptene